C(C)(C)(C)NC=1OCC(=C(N1)C=1OC(=CC1)C)C 2-(tert-butylamino)-5-methyl-4-(5-methylfuran-2-yl)-6H-1,3-oxazine